ClC1=CC=C(C=C1)C1CCN(CC1)C(CCCCCNC1=C2C(N(C(C2=CC=C1)=O)C1C(NC(CC1)=O)=O)=O)=O ((6-(4-(4-chlorophenyl)piperidin-1-yl)-6-oxohexyl)amino)-2-(2,6-dioxopiperidin-3-yl)isoindoline-1,3-dione